COC(=O)C=1N2C3=C(C=C(C=C3C(C1)=C=O)F)CC2=COC2OCCCC2 8-fluoro-6-carbonyl-2-(((tetrahydro-2H-pyran-2-yl)oxy)methylene)-1,2-dihydro-6H-pyrrolo[3,2,1-ij]quinoline-4-carboxylic acid methyl ester